CN(C(C=C)=O)CCOC=1C=NC=CC1C1=C(C2=NC=CC=C2N1)C1=CC(=CC=C1)OC(F)(F)F N-methyl-N-{2-[(4-{3-[3-(trifluoromethoxy)phenyl]-1H-pyrrolo[3,2-b]pyridin-2-yl}pyridin-3-yl)oxy]ethyl}prop-2-enamide